N-(3,5-difluorobenzylidene)-2-methylpropan-2-sulfinamide FC=1C=C(C=NS(=O)C(C)(C)C)C=C(C1)F